ClC=1C(=CC(=C(C(=O)N2CC(CC2)=O)C1)O)O (5-chloro-2,4-dihydroxybenzoyl)pyrrolidin-3-one